BrC1=C(C(=O)NC2=NN(C=C2)C2=NC(=C(C=C2F)F)F)C=CC=C1 2-bromo-N-[1-(3,5,6-trifluoropyridin-2-yl)-1H-pyrazol-3-yl]benzamide